C(C)C(COC1=CC(=C(C=C1)C1=NC=NC(=N1)C1=C(C=C(C=C1)OCC(CCCC)CC)O)O)CCCC 2,4-Bis-[4-(2-ethylhexyloxy)-2-hydroxyphenyl]-1,3,5-triazine